BrC1=CC(=C(CC(C(OC)OC)N)C=C1)F (4-bromo-2-fluorobenzyl)-2,2-dimethoxyethan-1-amine